tert-butyl 4-(6-(2,8-dimethylimidazo[1,2-b]pyridazin-6-yl)-1-oxoisoquinolin-2(1H)-yl)piperidine-1-carboxylate CC=1N=C2N(N=C(C=C2C)C=2C=C3C=CN(C(C3=CC2)=O)C2CCN(CC2)C(=O)OC(C)(C)C)C1